1-[3-chloro-5-(trifluoromethoxy)phenyl]-3-[(1-methyl-1H-pyrazol-4-yl)(oxan-4-yl)sulfamoyl]urea Sodium Salt [Na].ClC=1C=C(C=C(C1)OC(F)(F)F)NC(=O)NS(N(C1CCOCC1)C=1C=NN(C1)C)(=O)=O